2-chloro-6-methyl-N-phenyl-7-tosyl-7H-pyrrolo[2,3-d]pyrimidin-4-amine ClC=1N=C(C2=C(N1)N(C(=C2)C)S(=O)(=O)C2=CC=C(C)C=C2)NC2=CC=CC=C2